C([O-])([O-])=O.C(C1=CC=CC=C1)[N+]1(CCCCC1)C(C(=O)NC1=C(C=C(C=C1C)NCCCC)C)CC.C(C1=CC=CC=C1)[N+]1(CCCCC1)C(C(NC1=C(C=C(C=C1C)NCCCC)C)=O)CC 1-benzyl-1-(1-((4-(butyl-amino)-2,6-dimethylphenyl)amino)-1-oxobutan-2-yl)piperidin-1-ium carbonate salt